4-(6-(5-ethyl-3-phenyl-1H-pyrazol-1-yl)-2-(2-(1-methyl-1H-pyrazol-4-yl)ethoxy)pyrimidin-4-yl)morpholine C(C)C1=CC(=NN1C1=CC(=NC(=N1)OCCC=1C=NN(C1)C)N1CCOCC1)C1=CC=CC=C1